NC=1C(=CC2=C(OC(O2)(F)F)C1)C(=O)C1=CC(=CC(=C1)C)C (6-amino-2,2-difluorobenzo[d][1,3]dioxol-5-yl)(3,5-dimethylphenyl)methanone